2-((1r,3R,5S)-adamantan-1-yl)-1-(piperazin-1-yl)ethanone C12(CC3CC(CC(C1)C3)C2)CC(=O)N2CCNCC2